C(=O)(OC)[C@@H](O)[C@H](O)C(=O)OC Dimethyl D-tartrate